((1-ethyl-4-fluoro-7-methoxy-1H-indazol-6-yl)amino)-N-(methyl-d3)-6-(pyrimidin-4-ylamino)nicotinamide C(C)N1N=CC2=C(C=C(C(=C12)OC)NC1=C(C(=O)NC([2H])([2H])[2H])C=CC(=N1)NC1=NC=NC=C1)F